4-cyano-2,3-dihydro-1H-indene-2-carboxylic acid ethyl ester C(C)OC(=O)C1CC2=CC=CC(=C2C1)C#N